N-(1-(4-chlorophenyl)-2,2,2-trifluoroethyl)-1-methyl-2-oxo-1,2-dihydroquinoxaline-6-sulfonamide ClC1=CC=C(C=C1)C(C(F)(F)F)NS(=O)(=O)C=1C=C2N=CC(N(C2=CC1)C)=O